FC1=C(C(=O)N2CCN(CC2)C(CCCCCCCCC(=O)OC(C)(C)C)=O)C=C(C=C1)CC1=NNC(C2=CC=CC=C12)=O tert-butyl 10-(4-(2-fluoro-5-((4-oxo-3,4-dihydrophthalazin-1-yl)methyl)benzoyl)piperazin-1-yl)-10-oxodecanoate